ClC=1C=CC(=NC1)C=1N=C(SC1)NC1=NC=CC=C1C 4-(5-chloropyridin-2-yl)-N-(3-methylpyridin-2-yl)thiazol-2-amine